1-[4-[4-[3-chloro-4-[(3-methyl-2-pyridyl)methoxy]anilino]-7H-pyrrolo[2,3-d]pyrimidin-5-yl]-1-piperidyl]prop-2-en-1-one ClC=1C=C(NC=2C3=C(N=CN2)NC=C3C3CCN(CC3)C(C=C)=O)C=CC1OCC1=NC=CC=C1C